C(=C)C1=C(C=CC=C1)C1C=CC2=CC=CC=C12 1-(2-vinylphenyl)-1H-indene